1-((3aR,5s,6aS)-5-((5-([1,2,4]triazolo[4,3-a]pyridin-6-yl)-4-methoxy-7H-pyrrolo[2,3-d]pyrimidin-2-yl)amino)hexahydrocyclopenta[c]pyrrol-2(1H)-yl)ethan-1-one N=1N=CN2C1C=CC(=C2)C2=CNC=1N=C(N=C(C12)OC)NC1C[C@@H]2[C@@H](CN(C2)C(C)=O)C1